C[C@H]1[C@@H](CCC2(CC[C@]3([C@@]4(CC[C@H]5C(C6=NOC=C6C[C@@]5([C@H]4CC=C3C12)C)(C)C)C)C)C(=O)O)C (1S,2R,6aS,6bR,8aR,13aR,13bR)-1,2,6a,6b,9,9,13a-heptamethyl-1,2,3,4,4a,5,6,6a,6b,7,8,8a,9,13,13a,13b,14,15b-octadecahydropiceno[3,2-c]isoxazole-4a-carboxylic acid